C(C)N(CCOC1=CC=C(C=C1)\C(=C(\CCCOCC1OC1)/C1=CC=CC=C1)\C1=CC=CC=C1)CC (Z)-N,N-diethyl-2-(4-(5-(oxiran-2-ylmethoxy)-1,2-diphenylpent-1-en-1-yl)phenoxy)ethan-1-amine